4-((R)-1-((S)-6-(tert-butyl)-5,6,7,8-tetrahydrothieno[2,3-b]quinoline-2-carboxamido)-3-morpholinopropyl)benzoic acid C(C)(C)(C)[C@@H]1CC=2C=C3C(=NC2CC1)SC(=C3)C(=O)N[C@H](CCN3CCOCC3)C3=CC=C(C(=O)O)C=C3